methyl 2-amino-5-(2-hydroxypropan-2-yl)benzoate NC1=C(C(=O)OC)C=C(C=C1)C(C)(C)O